ClC=1C=C(C=C(C1OCCCl)C#N)C(C)(C)C1=CC=C(OCC2=NC(=NC(=C2)C2CCN(CC2)CCCC=O)NS(=O)(=O)C)C=C1 N-[4-[[4-[1-[3-chloro-4-(2-chloroethoxy)-5-cyano-phenyl]-1-methyl-ethyl]phenoxy]methyl]-6-[1-(4-oxobutyl)-4-piperidyl]pyrimidin-2-yl]methanesulfonamide